C(=C)C1=CC=C(OCCCOC2=CC=C(C=C2)C=C)C=C1 1,3-bis(4-vinylphenoxy)propane